C(CCCCCCCC)[C@@](CO)(O)[C@@](O)([C@H](OCCCCCCCCC)CO)CCCCCCCCC 2,3,4-O-trinonyl-xylitol